C(C)(C)(C)OC(C#CC(C)OC(C(C)=O)=O)=O ((2-oxopropionyl)oxy)pent-2-ynoic acid tert-butyl ester